ClC1=C(C=2N=C(N=C(C2C(=N1)C#C[Si](C(C)C)(C(C)C)C(C)C)N1CCOC[C@](C1)(O)C)SC)F (S)-4-(7-chloro-8-fluoro-2-(methylthio)-5-((triisopropylsilyl)ethynyl)pyrido[4,3-d]pyrimidin-4-yl)-6-methyl-1,4-oxazepan-6-ol